N-(4-((6,7-dimethoxy-quinolin-4-yl)oxy)phenyl)-4-oxo-1-phenyl-1,4-dihydro-quinoline-3-carboxamide COC=1C=C2C(=CC=NC2=CC1OC)OC1=CC=C(C=C1)NC(=O)C1=CN(C2=CC=CC=C2C1=O)C1=CC=CC=C1